7-chloro-6-nitro-1,4-dihydroquinolin-4-one-3-carbonitrile ClC1=C(C=C2C(C(=CNC2=C1)C#N)=O)[N+](=O)[O-]